NC[C@H](O)C=1C=NN(C1)C1=C(C=C(C#N)C=C1)OC1=NC(=NC(=C1)N1CC(CCC1)(C)C)C 4-[4-[(1R)-2-amino-1-hydroxyethyl]pyrazol-1-yl]-3-[6-(3,3-dimethylpiperidin-1-yl)-2-methylpyrimidin-4-yl]oxybenzonitrile